(1-(3-chloropropyl)piperidin-4-yl)(p-tolyl)methanone ClCCCN1CCC(CC1)C(=O)C1=CC=C(C=C1)C